(S)-4-Ethyl-2-(8-fluoro-4-(2-methoxyphenoxy)-5-((1,1,1-trifluoropropan-2-yl)oxy)pyrido[3,4-d]pyridazin-7-yl)-5-(hydroxymethyl)-2,4-dihydro-3H-1,2,4-triazol-3-one C(C)N1C(N(N=C1CO)C1=C(C=2C(=C(N=NC2)OC2=C(C=CC=C2)OC)C(=N1)O[C@H](C(F)(F)F)C)F)=O